FC(OC1=CC=C(C=N1)C=1N=C(NC(C1)=O)C=1C=C(CNC(C(C)C)=O)C=CC1C)F N-(3-{4-[6-(difluoromethoxy)pyridin-3-yl]-6-oxo-1,6-dihydropyrimidin-2-yl}-4-methylbenzyl)isobutyramide